1-ethyl-2-((E)-2-((E)-3-((E)-2-(1-ethyl-3,3-dimethylindolin-2-ylidene)ethylidene)-2-(piperazin-1-yl)cyclohex-1-en-1-yl)vinyl)-3,3-dimethyl-3H-indol-1-ium iodide [I-].C(C)[N+]1=C(C(C2=CC=CC=C12)(C)C)\C=C\C1=C(/C(/CCC1)=C/C=C\1/N(C2=CC=CC=C2C1(C)C)CC)N1CCNCC1